Br\C=C/C(=O)O (Z)-3-bromoacrylic acid